COC1=C(C=CC(=C1)OC)CNC([O-])=O N-[(2,4-dimethoxyphenyl)methyl]carbamate